C(CC)([O-])[O-] propanediolate